4-morpholino-6-(morpholinomethyl)-N-(3-phenyl-1H-pyrazol-5-yl)furo[3,2-d]pyrimidin-2-amine hydrochloride Cl.O1CCN(CC1)C=1C2=C(N=C(N1)NC1=CC(=NN1)C1=CC=CC=C1)C=C(O2)CN2CCOCC2